3,4,5-Trifluorobenzoyl-hydrazine FC=1C=C(C(=O)NN)C=C(C1F)F